N-(2-aminophenyl)-4-{3-chloro-5-[(propylamino)methyl]pyridin-2-yl}benzamide NC1=C(C=CC=C1)NC(C1=CC=C(C=C1)C1=NC=C(C=C1Cl)CNCCC)=O